ClC=1C=C2C(=C3C1NC(NC31CCCCC1)=O)OC(=N2)CN2CCC(CC2)OC(C)C 5-chloro-2-{[4-(propan-2-yloxy)piperidin-1-yl]methyl}-7,8-dihydro-6H-spiro[[1,3]oxazolo[5,4-f]quinazoline-9,1'-cyclohexan]-7-one